ClC=1C=CC(=C(C1)NC(=O)C1=NC=C(N=C1)OC)OCCOC N-(5-chloro-2-(2-methoxyethoxy)phenyl)-5-methoxypyrazine-2-carboxamide